(3aR,7aS)-1-oxooctahydro-3aH-pyrrolo[3,4-c]pyridine-3a-carboxylic acid methyl ester COC(=O)[C@@]12CNCC[C@@H]1C(NC2)=O